OC1=C(C(=N)N)C=CC(=C1)N1N=CC=C1 hydroxy-4-(1H-pyrazol-1-yl)benzamidine